tert-Butyl (4-(4,5-dimethoxy-2-(4-oxo-4H-chromene-2-carboxamido)benzamido)phenethyl)((1-methyl-1H-indazol-5-yl)methyl)carbamate COC1=CC(=C(C(=O)NC2=CC=C(CCN(C(OC(C)(C)C)=O)CC=3C=C4C=NN(C4=CC3)C)C=C2)C=C1OC)NC(=O)C=1OC2=CC=CC=C2C(C1)=O